N-(tert-butoxycarbonyl)-L-valyl-(4R)-4-hydroxy-N-{(1R)-2-Hydroxy-1-[4-(4-methyl-1,3-thiazol-5-yl)phenyl]ethyl}-L-prolinamide C(C)(C)(C)OC(=O)N[C@@H](C(C)C)C(=O)N1[C@@H](C[C@H](C1)O)C(=O)N[C@@H](CO)C1=CC=C(C=C1)C1=C(N=CS1)C